C1(=CC=CC=C1)C(C1CCN(CC1)C(=O)OC(C)(C)C)NS(=O)(=O)C1=CC=C(C=C1)OC(F)(F)F tert-butyl 4-(phenyl((4-(trifluoromethoxy)phenyl)sulfonamido)methyl)piperidine-1-carboxylate